OC(=O)C(F)(F)F.NCCCN(CC(O[Si](C(C)(C)C)(C)C)CCCCCCCCCC)CC(O[Si](C(C)(C)C)(C)C)CCCCCCCCCC 7-(3-aminopropyl)-5,9-bis(decyl)-2,2,3,3,11,11,12,12-octamethyl-4,10-dioxa-7-aza-3,11-disilatridecane TFA salt